CN(CCCNC(=O)C1=NN=C(N1)C=1C=C2C=CC=NC2=C(C1)O)C N-(3-(dimethylamino)propyl)-5-(8-hydroxyquinolin-6-yl)-4H-1,2,4-triazole-3-carboxamide